FC(F)OCCOCCOCCOCCOCCOCCOCCOCCOCCOCCOC decaethylene glycol methyl (difluoromethyl) ether